C(C=C)C(C(=C(C(=O)[O-])CC=C)C(=O)[O-])(C(=O)[O-])CC=C Triallylaconitat